N,N'-dimethyl-N,N'-diethylguanidine CN(C(=N)N(CC)C)CC